OC12CCC(CC1)(CC2)N2C1=NC(=NC=C1N(C2=O)C)NC=2C(=CC=1N(C2)N=CN1)C 9-(4-Hydroxybicyclo[2.2.2]octan-1-yl)-7-methyl-2-((7-methyl-[1,2,4]triazolo[1,5-a]pyridin-6-yl)amino)-7,9-dihydro-8H-purin-8-one